3-(2-trimethylsilylethynyl)thieno[2,3-d]pyridazin-4-ol C[Si](C#CC1=CSC2=CN=NC(=C21)O)(C)C